C(C1=CC=CC=C1)N1C[C@H](C[C@@]1(C)CO)O (3S,5S)-1-benzyl-5-(hydroxymethyl)-5-methyl-pyrrolidin-3-ol